thiadiazine-1,1-dioxide C1=CS(=O)(=O)NN=C1